4-((2S,6R)-2,6-dimethylpiperidin-4-yl)-5-ethyl-2-methoxybenzylamine C[C@@H]1N[C@@H](CC(C1)C1=CC(=C(CN)C=C1CC)OC)C